(S)-methyl 2-((1R,2S,5S)-3-(4,7-difluoro-1H-indole-2-carbonyl)-6,6-dimethyl-3-azabicyclo[3.1.0]hexane-2-carboxamido)-3-((S)-2-oxopyrrolidin-3-yl)propanoate FC1=C2C=C(NC2=C(C=C1)F)C(=O)N1[C@@H]([C@H]2C([C@H]2C1)(C)C)C(=O)N[C@H](C(=O)OC)C[C@H]1C(NCC1)=O